P(OC(C)C)(OC(C)C)(S)=O O,O-di-isopropyl S-hydrogen phosphorothioate